COC1=C(C=CC=C1)C1=CC(=NC=C1C(=O)NC=1SC=2CN(CCC2N1)C(=O)OC(C)(C)C)C tert-Butyl 2-(4-(2-methoxyphenyl)-6-methylnicotinamido)-6,7-dihydrothiazolo[5,4-c]pyridine-5(4H)-carboxylate